(R or S)-1-((R)-3-(4-fluorophenethyl)-1-(2-(pyridin-2-yl)propan-2-yl)pyrrolidin-3-yl)ethan-1-ol FC1=CC=C(CC[C@@]2(CN(CC2)C(C)(C)C2=NC=CC=C2)[C@@H](C)O)C=C1 |o1:21|